4-[7-(2-hydroxy-4,6-dimethyl-phenyl)-1,8-naphthyridin-2-yl]-1-methyl-pyrrolidin-3-ol OC1=C(C(=CC(=C1)C)C)C1=CC=C2C=CC(=NC2=N1)C1C(CN(C1)C)O